N-(2-(1-((2-(2,4-dioxotetrahydropyrimidin-1(2H)-yl)pyridin-4-yl)methyl)piperidin-4-yl)-6-methoxy-2H-indazol-5-yl)-3-(trifluoromethyl)benzamide O=C1N(CCC(N1)=O)C1=NC=CC(=C1)CN1CCC(CC1)N1N=C2C=C(C(=CC2=C1)NC(C1=CC(=CC=C1)C(F)(F)F)=O)OC